ClC=1C=C(C=CC1F)N(C(=S)N1CC2(C1)CN(C2)C(C)C)CC2=CC=C(C=C2)C=2OC(=NN2)C(F)F N-(3-chloro-4-fluorophenyl)-N-(4-(5-(difluoromethyl)-1,3,4-oxadiazol-2-yl)benzyl)-6-isopropyl-2,6-diazaspiro[3.3]heptane-2-thioamide